2,3-dibromo-5-(isopropoxymethyl)-6-methylpyridine BrC1=NC(=C(C=C1Br)COC(C)C)C